(R)-3-(1H-Benzo[d]imidazol-5-yl)-4-(4-(3,3-difluoropropoxy)-2,3-difluorophenyl)oxazolidin-2-on N1C=NC2=C1C=CC(=C2)N2C(OC[C@H]2C2=C(C(=C(C=C2)OCCC(F)F)F)F)=O